C(CCC)OC(\C=C\C(=O)O)=O fumaric acid mono-n-butyl ester